C(C1=CN=CC=C1)(=O)OCCC[P+](C1=CC=CC=C1)(C1=CC=CC=C1)C1=CC=CC=C1 (3-(nicotinoyloxy)propyl)triphenylphosphonium